N-(5-(3-(piperidine-1-carbonyl)pyrazolo[1,5-a]pyridin-7-yl)pyridin-2-yl)methanesulfonamide N1(CCCCC1)C(=O)C=1C=NN2C1C=CC=C2C=2C=CC(=NC2)NS(=O)(=O)C